C[C@@H]1N(CC[C@H]2C(CCC[C@H]12)[C@@H](C(F)(F)F)O)C(CC1=C2C(=NN(C2=CC=C1Cl)C)Cl)=O 1-[(1S,4aR,8aS)-1-methyl-5-[(1S)-2,2,2-trifluoro-1-hydroxy-ethyl]-3,4,4a,5,6,7,8,8a-octahydro-1H-isoquinolin-2-yl]-2-(3,5-dichloro-1-methyl-indazol-4-yl)ethanone